C(C=C)[C@H]1[C@@H]([C@H]2[C@@H]([C@@H](O1)[C@@H](CO)O)OC1(CCCCC1)O2)O (R)-1-((3aR,4S,6S,7S,7aS)-6-allyl-7-hydroxytetrahydro-3aH-spiro[[1,3]dioxolano[4,5-c]pyran-2,1'-cyclohexan]-4-yl)ethane-1,2-diol